C(C1=CC=CC=C1)OCCCCCC#N 6-(benzyloxy)hexanenitrile